N1=CC=C(C=C1)C1=CN=CN1C1=CC=C(OCC2=NC3=CC=CC=C3C=C2)C=C1 2-((4-(5-(pyridin-4-yl)-1H-imidazol-1-yl)phenoxy)methyl)quinoline